N-ethyl-N,2-bis(1-methylethyl)-naphthalene-1-amine C(C)N(C1=C(C=CC2=CC=CC=C12)C(C)C)C(C)C